C(C)(C)(C)N1C(=C(C=C1)C1=CC=CC=C1)C=1OC=CC1C1=CC=CC=C1 1-(tert-butyl)-3-phenyl-2-(3-phenylfuran-2-yl)-1H-pyrrole